N-(1-benzothien-2-yl)cyclohexanecarboxamide S1C(=CC2=C1C=CC=C2)NC(=O)C2CCCCC2